(1-(4-(acetamidomethyl)-6-((4,4-difluorocyclohexyl)amino)pyridin-2-yl)-4-methyl-1H-pyrazol-3-yl)methyl acetate C(C)(=O)OCC1=NN(C=C1C)C1=NC(=CC(=C1)CNC(C)=O)NC1CCC(CC1)(F)F